[Si](C)(C)(C(C)(C)C)OCC1[C@H]2CN(C[C@@H]12)CC(F)(F)F (1R,5S,6S)-6-{[(tert-butyldimethylsilyl)oxy]methyl}-3-(2,2,2-trifluoroethyl)-3-azabicyclo[3.1.0]hexane